NCC(COCC(C(C)=O)(C)C1=CC(=CC=C1)I)(C)C 4-(3-amino-2,2-dimethylpropoxy)-3-(3-iodophenyl)-3-methylbutan-2-one